2-Cyano(3-(4-methyl-1H-imidazol-1-yl)propyl)-3-(naphthalen-2-yl)guanidin C(#N)N=C(NCCCN1C=NC(=C1)C)NC1=CC2=CC=CC=C2C=C1